(E)-4-bromo-N-ethyl-N-methylbut-2-enamide BrC/C=C/C(=O)N(C)CC